ClC1=C(N=C(S1)NS(=O)(=O)C1=C(C=C(C=N1)NC(C)=O)C)C1=CC(=C(C=C1)F)F N-(6-(N-(5-chloro-4-(3,4-difluorophenyl)thiazol-2-yl)sulfamoyl)-5-methylpyridin-3-yl)acetamide